(9H-fluoren-9-yl)methyl ((S)-2-((4-((R)-3-(4-benzylpiperazin-1-yl)-3-oxo-2-propionamidopropyl)benzyl)amino)-1-cyclopentyl-2-oxoethyl)carbamate C(C1=CC=CC=C1)N1CCN(CC1)C([C@@H](CC1=CC=C(CNC([C@H](C2CCCC2)NC(OCC2C3=CC=CC=C3C=3C=CC=CC23)=O)=O)C=C1)NC(CC)=O)=O